CN1CCN(CC1)CCC(=O)N1CCN(C2=CC=CC=C12)C1=CC=NC=C1 3-(4-methylpiperazin-1-yl)-1-(4-(pyridin-4-yl)-3,4-dihydroquinoxalin-1(2H)-yl)propan-1-one